C(C(C)C)C1=CC=C(C=C1)C=1C=C2CCC([C@H](C2=CC1)NC(O[C@@H]1CN2CCC1CC2)=O)(C)C (S)-quinuclidin-3-yl ((R)-6-(4-isobutylphenyl)-2,2-dimethyl-1,2,3,4-tetrahydronaphthalen-1-yl)carbamate